CC1=C(C=C(C(=C1)C1=CC(=C(C=C1C)O)C)C)O 2,2',5,5'-tetramethyl-4,4'-biphenol